CC1C(C(CCC1)(C)C)=O 2,6,6-trimethylcyclohexan-1-one